((6-hydroxy-5-methyl-4-pentyl-1',2',3',4'-tetrahydro-[1,1'-biphenyl]-2-yl)oxy)methyl 2-ethylbutanoate C(C)C(C(=O)OCOC1=C(C(=C(C(=C1)CCCCC)C)O)C1CCCC=C1)CC